(Z)-1-(4-methyl-2,5-difluorophenyl)-3-(dimethylamino)but-2-ene-1-one CC1=CC(=C(C=C1F)C(\C=C(\C)/N(C)C)=O)F